(3S,4S)-3-methyl-8-(8-{1H-pyrrolo[2,3-b]pyridin-4-yl}imidazo[1,2-c]pyrimidin-5-yl)-2-oxa-8-azaspiro[4.5]decan-4-amine C[C@@H]1OCC2([C@@H]1N)CCN(CC2)C2=NC=C(C=1N2C=CN1)C1=C2C(=NC=C1)NC=C2